ClC=1C=C(OCC(=O)NC23CC(C2)(C3)NC(=O)[C@H]3OC2=C([C@H](C3)O)C=C(C(=C2)F)F)C=CC1Cl (2S,4S)-N-{3-[2-(3,4-dichlorophenoxy)acetamido]bicyclo[1.1.1]pentan-1-yl}-6,7-difluoro-4-hydroxy-3,4-dihydro-2H-1-benzopyran-2-carboxamide